tert-butyl (S)-((3-chloro-4-((1-(2-fluoro-5-methylbenzyl)-3-methylpyrrolidin-3-yl)amino)phenyl)sulfonyl)(thiazol-4-yl)carbamate ClC=1C=C(C=CC1N[C@@]1(CN(CC1)CC1=C(C=CC(=C1)C)F)C)S(=O)(=O)N(C(OC(C)(C)C)=O)C=1N=CSC1